O=C1NC(CCC1N1C(C2=CC=CC(=C2C1=O)NCCCCCCCCCCCC(=O)NCCC1=CC=C(C=C1)N1[C@@H]2CN([C@H](C1)C2)\C=C\C(=O)C2=C(C=CC=C2)O)=O)=O 12-((2-(2,6-dioxopiperidin-3-yl)-1,3-dioxoisoindolin-4-yl)amino)-N-(4-((1S,4S)-5-((E)-3-(2-hydroxyphenyl)-3-oxoprop-1-en-1-yl)-2,5-diazabicyclo[2.2.1]heptan-2-yl)phenethyl)dodecanamide